ClC1=C(C=C(OCC(=O)NC(=O)C23CC(C2)(C3)C=3N=NN(C3)C3(CCC3)OC(F)(F)F)C=C1)F 2-(4-chloro-3-fluoro-phenoxy)-N-[3-[1-[3-trans-(trifluoromethoxy)cyclobutyl]triazol-4-yl]-1-bicyclo[1.1.1]pentanoyl]acetamide